3-[4-(o-tolyl)-2-oxo-chromen-7-yl]butanoic acid C1(=C(C=CC=C1)C1=CC(OC2=CC(=CC=C12)C(CC(=O)O)C)=O)C